methyl 7-fluoro-1-[4-[methyl-(4-methylpiperazin-1-yl)sulfonyl-amino]phenyl]-9H-pyrido[3,4-b]indole-3-carboxylate FC1=CC=C2C3=C(NC2=C1)C(=NC(=C3)C(=O)OC)C3=CC=C(C=C3)N(S(=O)(=O)N3CCN(CC3)C)C